2'-O-Methoxyethylguanosine-3'-phosphorothioate P(O)(O)(=S)O[C@H]1[C@H]([C@@H](O[C@@H]1CO)N1C=NC=2C(=O)NC(N)=NC12)OCCOC